CC=1C=C2C(C=C(OC2=C(C1)C(C)NC1=C(C(=O)O)C=CC=C1)N1CC2(CC(NC2)=O)CCC1)=O 2-[1-[6-Methyl-4-oxo-2-(3-oxo-2,7-diazaspiro[4.5]decan-7-yl)chromen-8-yl]ethylamino]benzoic acid